1,2,3,4-tetrahydrophthalimide C1(C2C(C(N1)=O)CCC=C2)=O